BrC1=C(C(=O)NC2=NC=NC(=C2Cl)OC2=CC=C(C=C2)F)C=CC=C1 2-bromo-N-(5-chloro-6-(4-fluorophenoxy)pyrimidin-4-yl)benzamide